ClC=1C(=C(C=CC1)NC1=C2C(=NC(=C1)NC1=NC=CC(=C1)CO)NN(C2=O)C)OC 4-((3-chloro-2-methoxyphenyl)amino)-6-((4-(hydroxymethyl)pyridin-2-yl)amino)-2-methyl-1,2-dihydro-3H-pyrazolo[3,4-b]pyridin-3-one